C(CCCC)OC1=CC=C(C=CC2=NC(=NC(=N2)C(Cl)(Cl)Cl)C(Cl)(Cl)Cl)C=C1 2-(4'-pentyloxystyryl)-4,6-bis(trichloromethyl)-s-triazine